1-(4-amino-7-((8-amino-5,6,7,8-tetrahydronaphthalen-2-yl)methyl)-2-butyl-1H-imidazo[4,5-c]quinolin-1-yl)-2-methylpropan-2-ol NC1=NC=2C=C(C=CC2C2=C1N=C(N2CC(C)(O)C)CCCC)CC2=CC=1C(CCCC1C=C2)N